6,8-dimethylpyrene CC1=C2C=CC3=CC=CC4=CC=C(C(=C1)C)C2=C43